N-(2-((2S,3S)-1,2-dimethylpiperidin-3-yl)-5-fluorothieno[2,3-b]pyridin-4-yl)-6-fluorobenzo[d]thiazol-5-amine CN1[C@H]([C@H](CCC1)C1=CC=2C(=NC=C(C2NC=2C(=CC3=C(N=CS3)C2)F)F)S1)C